COC(C(=O)[O-])CC methoxybutyric acid anion